(4-(4-(trifluoromethyl)phenyl)-4,5,6,7-tetrahydro-[1,2,4]triazolo[1,5-a]pyrimidin-6-yl)methyl methanesulfonate CS(=O)(=O)OCC1CN(C=2N(C1)N=CN2)C2=CC=C(C=C2)C(F)(F)F